6-(methylthio)pyrimidine-5-carbonitrile CSC1=C(C=NC=N1)C#N